ClC1=CC=C(S1)S(=O)(=O)N1N=CN=C1 1-((5-chlorothiophen-2-yl)sulfonyl)-1H-1,2,4-triazole